2-((3,5-dicyano-4-ethyl-6-(2-methyl-2,9-diazaspiro[5.5]undecan-9-yl)pyridin-2-yl)sulfanyl)-2-phenylacetamide C(#N)C=1C(=NC(=C(C1CC)C#N)N1CCC2(CCCN(C2)C)CC1)SC(C(=O)N)C1=CC=CC=C1